CN1C(=CC2=CC=C(C=C12)OC=1N=CC(=NC1)C(=O)O)C(=O)N1CCN(CC1)CC1=CC=C(C=C1)OCC(F)(F)F 5-((1-methyl-2-(4-(4-(2,2,2-trifluoroethoxy)benzyl)piperazin-1-carbonyl)-1H-indol-6-yl)oxy)pyrazin-2-carboxylic acid